F[C@@H]1[C@@H](C1)NC(=O)C=1C=NN2C1N=C(C=C2NC)NC=2C(N(C=CC2)N2CCC(CC2)O)=C=O N-((1R,2S)-2-fluorocyclopropyl)-5-((1-(4-hydroxypiperidin-1-yl)-2-carbonyl-1,2-dihydropyridin-3-yl)amino)-7-(methylamino)pyrazolo[1,5-a]pyrimidine-3-carboxamide